3-((6-methylpyridin-3-yl)oxy)propan-1-amine CC1=CC=C(C=N1)OCCCN